methylol-palmitic acid amide C(O)C(C(=O)N)CCCCCCCCCCCCCC